ClC=1C(=NC(=NC1)NC=1C=C(C=NC1)N1C(C2(CC1)CCN(CC2)CC(=O)OC)=O)C2=CC(=CC=C2)C2CC2 methyl 2-[2-[5-[[5-chloro-4-(3-cyclopropylphenyl)pyrimidin-2-yl]amino]-3-pyridyl]-1-oxo-2,8-diazaspiro[4.5]decan-8-yl]acetate